S1C=2N(C(=C1)C=1OC3=C(C1)C=C(C=C3)OCC=3C=NC=CC3)CCN2 3-{[(2-{5H,6H-imidazo[2,1-b][1,3]thiazol-3-yl}-1-benzofuran-5-yl)oxy]methyl}pyridine